Cl.COC([C@@H](NC)C)=O methyl-alanine methyl ester hydrochloride